FC1=C(C=CC=C1C[C@@H]1N(CC[C@@H]1NS(=O)(=O)C1CC1)C(C(C)(C)O)=O)C1=CC=CC=C1 N-((2S,3S)-2-((2-fluorobiphenyl-3-yl)methyl)-1-(2-hydroxy-2-methylpropanoyl)pyrrolidin-3-yl)cyclopropanesulfonamide